C1=NN=C2C=CC3=CC=CC4=CC=C1C2=C34 2,3-diaza-pyrene